3-[[6-(difluoromethoxy)-4-[2-[(1,5-dimethyl-6-oxo-pyridazin-3-yl)amino]pyrazolo[1,5-a]pyridin-5-yl]-3-pyridyl]oxy]-2,2-dimethyl-propanenitrile FC(OC1=CC(=C(C=N1)OCC(C#N)(C)C)C1=CC=2N(C=C1)N=C(C2)NC2=NN(C(C(=C2)C)=O)C)F